ClC=1C=C(C=C(C1)Cl)C1=CC=CC=2C(=C(OC21)C(=O)OC)O methyl 7-(3,5-dichlorophenyl)-3-hydroxybenzofuran-2-carboxylate